1-(4-(2-(2,6-dimethylpyridin-4-yl)-3-isopropyl-1H-indol-5-yl)piperidin-1-yl)-2-(5-methyl-1H-tetrazol-1-yl)ethan-1-one CC1=NC(=CC(=C1)C=1NC2=CC=C(C=C2C1C(C)C)C1CCN(CC1)C(CN1N=NN=C1C)=O)C